(5R,8S)-N-(4,5-dichloro-2-fluorophenyl)-1-fluoro-4-hydroxy-6,7,8,9-tetrahydro-5H-5,8-epiminocyclohepta[c]pyridine-10-carboxamide ClC1=CC(=C(C=C1Cl)NC(=O)N1[C@@H]2CC[C@H]1CC=1C(=NC=C(C12)O)F)F